(S)-{8-fluoro-2-[4-(3-methoxyphenyl)piperazin-1-yl]-3-(2-methoxy-5-trifluoromethylphenyl)-3,4-dihydroquinazolin-4-yl}acetic acid FC=1C=CC=C2[C@@H](N(C(=NC12)N1CCN(CC1)C1=CC(=CC=C1)OC)C1=C(C=CC(=C1)C(F)(F)F)OC)CC(=O)O